C(C)(C)(C)OC(=O)N1CC2=CC=C(C=C2C1)C1=CC=C(C=C1)S(=O)(=O)C 5-(4-(methylsulfonyl)phenyl)isoindoline-2-carboxylic acid tert-butyl ester